tert-butyl-3-[2-(p-tolylsulfonyloxy)ethoxy]cyclobutanecarboxylate C(C)(C)(C)OC(=O)C1CC(C1)OCCOS(=O)(=O)C1=CC=C(C=C1)C